tricosan-12-yl ((S)-(((2R,3S,5R)-5-(6-amino-2-fluoro-9H-purin-9-yl)-2-ethynyl-3-(isobutyryloxy)tetrahydrofuran-2-yl)methoxy)(phenoxy)phosphoryl)-L-phenylalaninate NC1=C2N=CN(C2=NC(=N1)F)[C@H]1C[C@@H]([C@@](O1)(C#C)CO[P@](=O)(OC1=CC=CC=C1)N[C@@H](CC1=CC=CC=C1)C(=O)OC(CCCCCCCCCCC)CCCCCCCCCCC)OC(C(C)C)=O